Diheptyl 10-(2-(diethylamino)ethyl)-4,16-bis(3-(heptyloxy)-3-oxopropyl)-6,14-dioxo-5,7,13,15-tetraoxa-10-azanonadecanedioate C(C)N(CCN(CCOC(OC(CCC(=O)OCCCCCCC)CCC(=O)OCCCCCCC)=O)CCOC(OC(CCC(=O)OCCCCCCC)CCC(OCCCCCCC)=O)=O)CC